N-[2-(6-chloro-2-pyridyl)-2-(1-methylpyrazol-4-yl)propyl]-5-(2,5-dimethylpyrazol-3-yl)isoxazole-3-carboxamide ClC1=CC=CC(=N1)C(CNC(=O)C1=NOC(=C1)C=1N(N=C(C1)C)C)(C)C=1C=NN(C1)C